CC1=C(C(=CC=C1)C)C=1C=C(C=NC1)[C@H](CC(=O)OC)NC(C(CC(C)C)N1C(C=CC(=C1)CN1CC(C1)F)=O)=O (3S)-methyl 3-(5-(2,6-dimethylphenyl)pyridin-3-yl)-3-(2-(5-((3-fluoroazetidin-1-yl)methyl)-2-oxopyridin-1(2H)-yl)-4-methylpentanamido)propanoate